8,8'-(((1R,2R)-2-hydroxycyclohept-yl)azanediyl)bis-(N,N-didecyloctan-amide) O[C@H]1[C@@H](CCCCC1)N(CCCCCCCC(=O)N(CCCCCCCCCC)CCCCCCCCCC)CCCCCCCC(=O)N(CCCCCCCCCC)CCCCCCCCCC